NC1=NC=2C=NC(=CC2C2=C1[C@H](OC2)C)C(=O)N(CC=2N=NC(=CC2)OCC)C21CC(C2)C1 (3R)-4-amino-N-(bicyclo[1.1.1]pentan-1-yl)-N-((6-ethoxy-3-pyridazinyl)methyl)-3-methyl-1,3-dihydrofuro[3,4-c][1,7]naphthyridine-8-carboxamide